N-(3-((6-(6-fluoropyridin-3-yl)quinazolin-4-yl)oxy)phenyl)acrylamide iron-cobalt-tungsten [W].[Co].[Fe].FC1=CC=C(C=N1)C=1C=C2C(=NC=NC2=CC1)OC=1C=C(C=CC1)NC(C=C)=O